NC1=NC2=CC(=CC=C2C=C1)CN(C(C)=O)C1=C(C=CC=C1)S(N)(=O)=O N-[(2-aminoquinolin-7-yl)methyl]-N-(2-sulfamoylphenyl)acetamide